1,2,4-tripropoxynaphthalene C(CC)OC1=C(C=C(C2=CC=CC=C12)OCCC)OCCC